tert-butyl 6-(1,3-benzothiazol-4-yl)-3,4-dihydro-2H-pyridine-1-carboxylate S1C=NC2=C1C=CC=C2C2=CCCCN2C(=O)OC(C)(C)C